S1C=NC=C1.C1=NC=CC2=CC=CC=C12 isoquinoline thiazole salt